{3-[4-(7H-pyrrolo[2,3-d]pyrimidin-4-yl)-1H-pyrazol-1-yl]-1-[1-(quinolin-3-ylcarbonyl)piperidin-4-yl]azetidin-3-yl}acetonitrile N1=CN=C(C2=C1NC=C2)C=2C=NN(C2)C2(CN(C2)C2CCN(CC2)C(=O)C=2C=NC1=CC=CC=C1C2)CC#N